FC1=C(C=C(OCCCCCCOCCOCCOCCCCCC(=O)OC)C=C1)[C@@H](C)NC(C1=CC(=CC=C1)NCC1=NN=C(N1C)C1=NC=NC=C1)=O (R)-methyl 6-(2-(2-((6-(4-fluoro-3-(1-(3-(((4-methyl-5-(pyrimidin-4-yl)-4H-1,2,4-triazol-3-yl)methyl)amino)benzamido)ethyl)phenoxy)hexyl)oxy) ethoxy)ethoxy)hexanoate